Dimethyl fluorophosphat P(=O)(OC)(OC)F